(2R,3R)-N-(2-amino-4-((4-(trifluoromethyl)benzyl)amino)phenyl)-2,3-difluorodecanamide NC1=C(C=CC(=C1)NCC1=CC=C(C=C1)C(F)(F)F)NC([C@H]([C@@H](CCCCCCC)F)F)=O